C1(=CC=CC2=CC=CC=C12)OB(O)O.N(CC(=O)O)CC(=O)OC methyl iminodiacetate 1-naphthylborate